C(C)(C)C=1N=C(SC1C=1CCN(CC1)C)NC(C)=O N-(4-isopropyl-5-(1-methyl-1,2,3,6-tetrahydropyridin-4-yl)thiazol-2-yl)acetamide